ethyl 5-((2-(2-((tert-butoxycarbonyl)amino)ethoxy)-5-fluorobenzyl)(cyclopropyl)amino)pyrazolo[1,5-a]pyrimidine-3-carboxylate C(C)(C)(C)OC(=O)NCCOC1=C(CN(C2=NC=3N(C=C2)N=CC3C(=O)OCC)C3CC3)C=C(C=C1)F